COC([C@H]([C@@H](C=C)C)N(C(=O)OC(C)(C)C)CC=C)=O (2S,3R)-2-(allyl-(tert-butoxycarbonyl)amino)-3-methylpent-4-enoic acid methyl ester